1,3-dibromobenzene-d4 BrC1=C(C(=C(C(=C1[2H])[2H])[2H])Br)[2H]